COC1=NC=CC(=C1)C=1C(=NC=CC1)OC1=CC(=CC(=C1)C(F)(F)F)OC 2'-methoxy-2-(3-methoxy-5-(trifluoromethyl)phenoxy)-3,4'-bipyridine